BrC=1C(=CC2=C(C=C(O2)C(=O)NS(=O)(=O)C2=C(C=CC=C2)OC(C)C)C1)N(C)C 5-bromo-6-(dimethylamino)-N-{2-[(propan-2-yl)oxy]benzene-1-sulfonyl}-1-benzofuran-2-carboxamide